ClC1=CC=C(C=N1)CN1C(SCC1)=NC#N [3-[(6-Chloro-3-pyridinyl)methyl]-2-thiazolidinylidene]cyanamide